COC1=CC(=C(C=C1Cl)OC)Cl The molecule is a dimethoxybenzene that is p-dimethoxybenzene which is substituted by chlorines at positions 2 and 5. A fungicide formerly used as a seed treatment, it is not approved for use in the European Union. It has a role as an antifungal agrochemical. It is a dimethoxybenzene, a dichlorobenzene and an aromatic fungicide.